C1(CCC1)N1N=CC(=C1)C1=NN2C=NC=3C=CC=CC3C2=N1 2-(1-cyclobutyl-1H-pyrazol-4-yl)[1,2,4]triazolo[1,5-c]quinazolin